N-(5-(trans-3-(4-(trifluoromethyl)phenyl)cyclobutoxy)-1H-indol-3-yl)-3-oxabicyclo[3.1.0]hex-ane-6-carboxamide FC(C1=CC=C(C=C1)[C@@H]1C[C@H](C1)OC=1C=C2C(=CNC2=CC1)NC(=O)C1C2COCC12)(F)F